(2H,3H)indol-2-one N1C(CC2=CC=CC=C12)=O